(S)-2-(4-bromo-2-chlorophenoxy)butyric acid BrC1=CC(=C(O[C@H](C(=O)O)CC)C=C1)Cl